C(C)(=O)C=1C(=NC(=CC1)Cl)NC(C(C)(C)C)=O N-(3-acetyl-6-chloropyridin-2-yl)-2,2-dimethylpropionamide